(1R,2R)-2-(3,4-Dimethoxyphenethyl)cyclohexylpyrrole-3-ol hydrochloride Cl.COC=1C=C(CC[C@@H]2[C@@H](CCCC2)C=2NC=CC2O)C=CC1OC